(4-phenylbut-1-ene-1-yl) sulfoxide C1(=CC=CC=C1)CCC=CS(=O)C=CCCC1=CC=CC=C1